CN(C)CC1CN(CCC1(C1=CC(=CC=C1)OC)O)C(=O)NC1=CC2=CC=CC=C2C=C1 3-((dimethylamino)methyl)-4-hydroxy-4-(3-methoxyphenyl)-N-(naphthalen-2-yl)piperidine-1-carboxamide